2-(3-{2-[(3R)-3-methylmorpholin-4-yl]-8-(1H-pyrazol-5-yl)-1,7-naphthyridin-4-yl}phenyl)propan-2-ol C[C@H]1N(CCOC1)C1=NC2=C(N=CC=C2C(=C1)C=1C=C(C=CC1)C(C)(C)O)C1=CC=NN1